COC1=CC=C(CNC=2C=3N(C4=C(N2)C=NC(=C4)C(=O)O)C=NC3)C=C1 4-((4-methoxybenzyl)amino)imidazo[1,5-a]pyrido[3,4-e]pyrazine-8-carboxylic acid